C1[C@@H]([C@@H]([C@](O1)(CO)O)O)O alpha-L-ribulose